(2S)-5-oxo-N-((1-(4-(trifluoromethyl)phenyl)-1,2,3,4-tetrahydro-1,5-naphthyridin-3-yl)methyl)pyrrolidine-2-carboxamide O=C1CC[C@H](N1)C(=O)NCC1CN(C2=CC=CN=C2C1)C1=CC=C(C=C1)C(F)(F)F